ClC1=CC=C(C=C1)C1=C(NC2=C(C=CC=C12)C)C(=O)OC methyl 3-(4-chlorophenyl)-7-methyl-1H-indole-2-carboxylate